(R)-2-methyl-N-[(1R)-1-[3-nitro-5-(trifluoromethyl)phenyl]ethyl]propane-2-sulfinamide CC(C)(C)[S@@](=O)N[C@H](C)C1=CC(=CC(=C1)C(F)(F)F)[N+](=O)[O-]